N-methyl-N-(trifluoromethyl)-2-((1,7,7-trimethyl-2-phenylbicyclo[2.2.1]heptan-2-yl)oxy)ethan-1-amine CN(CCOC1(C2(CCC(C1)C2(C)C)C)C2=CC=CC=C2)C(F)(F)F